FC(OC1=C(C(=CC(=C1)C=1N(N=C2C=C(C=C(C12)OC(F)F)C=1N=NN(C1)C)C)OC)C(=O)N1CC(C1)(C(F)(F)F)O)F [2-(difluoromethoxy)-4-[4-(difluoromethoxy)-2-methyl-6-(1-methyltriazol-4-yl)indazol-3-yl]-6-methoxyphenyl]-[3-hydroxy-3-(trifluoromethyl)azetidin-1-yl]methanone